1-(4-methoxybenzyl)-3-(4-((methylamino)methyl)phenyl)urea hydrochloride Cl.COC1=CC=C(CNC(=O)NC2=CC=C(C=C2)CNC)C=C1